FC(C1=C(C=C2CCCNC2=C1)C=1C=CC(=NC1)C(=O)OC)F methyl 5-(7-(difluoromethyl)-1,2,3,4-tetrahydroquinolin-6-yl)picolinate